O=C1NC(CCC1N1C(C2=CC=C(C=C2C1)CN1N=C(C=C1C(=O)N)C)=O)=O ((2-(2,6-dioxopiperidin-3-yl)-1-oxoisoindol-5-yl)methyl)-3-methyl-1H-pyrazol-5-formamide